C1(=CC(=CC(=C1)C(=O)O)C(=O)O)C(=O)O 1,3,5-benzeneTricarboxylic Acid